ClC=1N=C(C2=C(N1)N(C=C2)[C@@H]2C[C@@H]([C@@H]1[C@H]2OC(O1)(C)C)C=1C=NN(C1)C)Cl 4-[(3aR,4R,6R,6aS)-6-{2,4-Dichloropyrrolo[2,3-d]pyrimidin-7-yl}-2,2-dimethyl-tetrahydro-3aH-cyclopenta[d][1,3]dioxol-4-yl]-1-methylpyrazole